FC1=C(C=CC=2OCC(NC21)=O)CC=2C(NC1=CC=CC=C1C2)=O 5-fluoro-6-((2-oxo-1,2-dihydroquinolin-3-yl)methyl)-2H-benzo[b][1,4]oxazin-3(4H)-one